4-amino-2'-methyl-[1,1'-biphenyl]-3-carboxylic acid NC1=C(C=C(C=C1)C1=C(C=CC=C1)C)C(=O)O